COC=1C=C(C=CC1OC)C1=NC2=C(N1C)C=C(C=C2)C2CCN(CC2)C(=O)OC(C)(C)C tert-butyl 4-(2-(3,4-dimethoxyphenyl)-1-methyl-1H-benzo[d]imidazol-6-yl)piperidine-1-carboxylate